13-(difluoromethyl)-9-(2,6-difluorophenyl)-3,7-dimethyl-16-thia-2,5,8-triazatetracyclo[8.6.0.02,6.011,15]hexadeca-1(10),3,5,8,11(15)-pentaene FC(C1CC=2C=3C(=NC(C4=NC=C(N4C3SC2C1)C)C)C1=C(C=CC=C1F)F)F